5-(2-fluoro-4-(pyrimidin-2-ylmethoxy)phenyl)-4-(2-methoxyethoxy)-N-(4-((4-methylpiperidin-1-yl)methyl)phenyl)-7H-pyrrolo[2,3-d]pyrimidin-2-amine FC1=C(C=CC(=C1)OCC1=NC=CC=N1)C1=CNC=2N=C(N=C(C21)OCCOC)NC2=CC=C(C=C2)CN2CCC(CC2)C